(8R,9aS)-8-(2,3-dichloro-6-methoxyphenyl)-octahydropyrrolo[1,2-a][1,4]diazepin-5-one ClC1=C(C(=CC=C1Cl)OC)[C@H]1C[C@@H]2N(C(CCNC2)=O)C1